FC1=CC=C(C=C1)C1=C(C=C(C=C1)C)N1CCC(CC1)C=1N(C(=NN1)N)C 5-(1-(4'-fluoro-4-methyl-[1,1'-biphenyl]-2-yl)piperidin-4-yl)-4-methyl-4H-1,2,4-triazol-3-amine